C(C)OC1=C(C=CC=C1)OCC\C=C/CC (Z)-1-ethoxy-2-(hex-3-en-1-yloxy)benzene